N-{2-[4-(2-aminoethoxy)piperidin-1-yl]pyrimidin-4-yl}-8-[(2R,3S)-3-(methanesulfonyl-methyl)-2-methylazetidin-1-yl]-5-(propan-2-yl)isoquinolin-3-amine NCCOC1CCN(CC1)C1=NC=CC(=N1)NC=1N=CC2=C(C=CC(=C2C1)C(C)C)N1[C@@H]([C@H](C1)CS(=O)(=O)C)C